2,4-bis(4-phenylphenyl)-6-[2-(4,4,5,5-tetramethyl-1,3,2-dioxaborolan-2-yl)phenyl]-1,3,5-triazine C1(=CC=CC=C1)C1=CC=C(C=C1)C1=NC(=NC(=N1)C1=CC=C(C=C1)C1=CC=CC=C1)C1=C(C=CC=C1)B1OC(C(O1)(C)C)(C)C